N-((1R)-3-cyano-3-azabicyclo[3.2.0]heptan-1-yl)-4-(4-phenoxypyridin-3-yl)benzamide C(#N)N1C[C@]2(CCC2C1)NC(C1=CC=C(C=C1)C=1C=NC=CC1OC1=CC=CC=C1)=O